FC(OC1=CC=C(C(N)=NO)C=C1)(F)F 4-(trifluoromethoxy)benzamide oxime